1-(4-chlorophenyl)-7-isopropoxy-6-methoxy-2-[4-[methyl-[(4-oxocyclohexyl)methyl]amino]phenyl]-1,4-dihydroisoquinolin-3-one ClC1=CC=C(C=C1)C1N(C(CC2=CC(=C(C=C12)OC(C)C)OC)=O)C1=CC=C(C=C1)N(CC1CCC(CC1)=O)C